2-[[3-(4-fluorophenyl)-3,4,6,7-tetrahydro-4-oxothieno[3,2-d]pyrimidin-2-yl]thio]-N-(6-methyl-2-benzothiazolyl)-acetamide FC1=CC=C(C=C1)N1C(=NC2=C(C1=O)SCC2)SCC(=O)NC=2SC1=C(N2)C=CC(=C1)C